3-Bromo-7-((diphenylmethylene)amino)-5,6,7,9-tetrahydro-8H-pyrido[2,3-b]azepin-8-one BrC1=CC2=C(NC(C(CC2)N=C(C2=CC=CC=C2)C2=CC=CC=C2)=O)N=C1